C(#C)C=1SC=C(N1)NC(CC1=CC=CC=C1)=O N-(2-ethynyl-thiazol-4-yl)-2-phenylacetamide